C1(CC1)CN1C(=CC2=CC=C(C=C12)N1CCC(CC1)OC)C=O 1-(cyclopropylmethyl)-6-(4-methoxy-1-piperidyl)indole-2-carbaldehyde